ClCC(CC1=CC=CC=C1)[Si](O[Si](C)(C)C)(O[Si](C)(C)C)O[Si](C)(C)C chloromethyl-phenethyl-tris(trimethylsiloxy)silane